N-(4,5-diphenylthiazol-2-yl)-7-(3,3,3-trifluoro-2,2-dihydroxypropanamido)heptanamide C1(=CC=CC=C1)C=1N=C(SC1C1=CC=CC=C1)NC(CCCCCCNC(C(C(F)(F)F)(O)O)=O)=O